4-(4-(hydroxymethyl)pyridin-2-yl)-2-methylbutan-3-yn-2-ol OCC1=CC(=NC=C1)C#CC(C)(O)C